(2S)-3-(3,4-difluorophenyl)-2-[9H-fluoren-9-ylmethoxycarbonyl(methyl)amino]propanoic acid FC=1C=C(C=CC1F)C[C@@H](C(=O)O)N(C)C(=O)OCC1C2=CC=CC=C2C=2C=CC=CC12